2-mercaptopyridine N-oxide zinc salt [Zn].SC1=[N+](C=CC=C1)[O-]